FC(OC[C@H]1N(C[C@H](C1)OC1=CC=C(C=C1)C(F)(F)F)C(=O)OC(C)(C)C)(F)F tert-butyl (2S,4S)-2-((trifluoromethoxy)methyl)-4-(4-(trifluoromethyl)phenoxy)pyrrolidine-1-carboxylate